Ethyl-7-methyl-1-(3-methyl-4-nitrobenzyl)-4,5,6,7-tetrahydro-1H-pyrazolo[4,3-c]pyridine-3-carboxylate C(C)OC(=O)C1=NN(C2=C1CNCC2C)CC2=CC(=C(C=C2)[N+](=O)[O-])C